NC=1C=2N(C(=CN1)Cl)C(=NC2C2=CC=C(C=C2)C(NC2=NC=CC(=C2)C(F)F)=O)[C@H]2CN([C@H](CO2)C)C2CCC(CC2)(C(=O)O)C trans-4-{(2R,5S)-2-[8-amino-5-chloro-1-(4-{[4-(difluoromethyl)pyridin-2-yl]carbamoyl}phenyl)imidazo[1,5-a]pyrazin-3-yl]-5-methylmorpholin-4-yl}-1-methylcyclohexanecarboxylic acid